C=1OC=C2C=NC=CC21 r-furo[3,4-c]pyridin